2-amino-2-(3-(4-benzylpiperazin-1-yl)propyl)-6-boronohexanoic acid NC(C(=O)O)(CCCCB(O)O)CCCN1CCN(CC1)CC1=CC=CC=C1